NC1=NC(=C2N=CN(C2=N1)[C@H]1C=C[C@H](C1)COP(=O)(OC1=CC=C(C=C1)Br)N[C@@H](C)C(=O)OC(C)C)OC isopropyl ((((1S,4R)-4-(2-amino-6-methoxy-9H-purin-9-yl)cyclopent-2-en-1-yl)methoxy)(4-bromophenoxy)phosphoryl)-L-alaninate